ClC1=C(C=C(CN2CCC(CC2)N2C(C3=CC=CC=C3C2=O)C(=O)NC2=CC(=CC=C2)C2=NN=NN2C)C=C1)C 2-(1-(4-chloro-3-methylbenzyl)piperidin-4-yl)-N-(3-(1-methyl-1H-tetrazol-5-yl)phenyl)-3-oxoisoindoline-1-carboxamide